C(C)(C)(C)C=1C=CC=2C(NS(C=3C=CC=C(NC(CC[C@H]4CC(N(C2N1)C4)(C)C)\C=C\C=4C=NC=CC4)N3)(=O)=O)=O (14S)-8-tert-butyl-12,12-dimethyl-17-[(1E)-2-(pyridin-3-yl)ethenyl]-2λ6-thia-3,9,11,18,23-pentaazatetracyclo[17.3.1.111,14.05,10]tetracosa-1(23),5(10),6,8,19,21-hexaene-2,2,4-trione